C1(CC1)C1=CN(C=2N=CN=C(C21)C2=CCN(CC2)C(=O)OC(C)(C)C)S(=O)(=O)C2=CC=C(C)C=C2 tert-Butyl 4-(5-cyclopropyl-7-tosyl-7H-pyrrolo[2,3-d]pyrimidin-4-yl)-5,6-dihydropyridine-1(2H)-carboxylate